2,3-difluoro-N-(2-(piperidin-1-yl)-4-((4-(trifluoromethyl)benzyl)amino)phenyl)heptanamide FC(C(=O)NC1=C(C=C(C=C1)NCC1=CC=C(C=C1)C(F)(F)F)N1CCCCC1)C(CCCC)F